[N+](=O)([O-])C1=CC=C2C=CC=NC2=C1O 7-nitroquinolin-8-ol